FC(C(F)(F)F)(F)C1=CC=C(C=C1)C(C)O 1-[4-(1,1,2,2,2-pentafluoroethyl)phenyl]ethanol